dihydrolysergic acid hydroxyethylamide OCCNC(=O)[C@H]1CN(C)[C@@H]2CC3=CNC4=CC=CC(C2C1)=C34